(S)-8-Fluoro-N-(3-hydroxy-1-phenylpropyl)-5-(4-(trifluoromethyl)phenyl)-3,4-dihydroisoquinoline-2(1H)-carboxamide FC=1C=CC(=C2CCN(CC12)C(=O)N[C@@H](CCO)C1=CC=CC=C1)C1=CC=C(C=C1)C(F)(F)F